FC=1C=C(N2N=C(N=CC21)N[C@H]2[C@@H](COCC2)O)C2=NC=C(C=C2)C(C(F)(F)F)(C)F (3S,4R)-4-({5-fluoro-7-[5-(1,1,1,2-tetrafluoropropan-2-yl)pyridin-2-yl]pyrrolo[2,1-f][1,2,4]triazin-2-yl}amino)oxan-3-ol